C(C)(=O)N1CCN(CC1)C=1C=CC(=NC1)NC1=NC=C(C(=N1)C1=C(N=C(S1)NC)C)C#N 2-((5-(4-Acetylpiperazin-1-yl)pyridin-2-yl)amino)-4-(4-methyl-2-(methylamino)thiazol-5-yl)pyrimidine-5-carbonitrile